8-(4-Isopropylphenylthio)guanosine-5'-monophosphate P(=O)(O)(O)OC[C@@H]1[C@H]([C@H]([C@@H](O1)N1C(=NC=2C(=O)NC(N)=NC12)SC1=CC=C(C=C1)C(C)C)O)O